CC(C)(C#CC(C)(OOC(C)(C)C)C)OOC(C)(C)C 2,5-dimethyl-2,5-bis(tertiary butyl-peroxy)-3-hexyne